C12N(CC(NC1)CC2)C=2C(=C1CN(C(C1=C(C2)F)=O)C2CNCCC2)F 3-(5-(2,5-diazabicyclo[2.2.2]octan-2-yl)-4,7-difluoro-1-oxoisoindoline-2-yl)piperidine